FC(OC1=NC(=NC(=C1)OC(F)F)S(=O)(=O)C)F 4,6-bis(difluoromethoxy)-2-(methylsulfonyl)pyrimidine